[B].[Ca].[Si] silicon-calcium-boron